BrC1=C(C(=C(C=C1C)N(C(C)=O)C)[N+](=O)[O-])NC N-(4-bromo-5-methyl-3-(methylamino)-2-nitrophenyl)-N-methylacetamide